CC(C)([C@@H](CCCC)NC1=C(C=NC2=CC=CC=C12)[N+](=O)[O-])O (3R)-2-methyl-3-[(3-nitro-4-quinolyl)amino]heptan-2-ol